[Na].CO[C@H]1[C@@H](O[C@@H]([C@H]1O)CO)N1C(=O)NC(=O)C=C1 2'-O-methyl-uridine sodium